calcium-silicon-aluminum-iron [Fe].[Al].[Si].[Ca]